C(C1=CC=CC=C1)OC(=O)NCCCCCC(=O)ON1C(CCC1=O)=O 2,5-dioxopyrrolidin-1-yl 6-(((benzyloxy)carbonyl)amino)hexanoate